Ethyl (1R,2S,3S,4R)-3-((6-acetamido-2-(5-fluoro-1-tosyl-1H-pyrrolo[2,3-b]pyridin-3-yl)pyrrolo[2,1-f][1,2,4]triazin-4-yl)amino)bicyclo[2.2.2]octane-2-carboxylate C(C)(=O)NC=1C=C2C(=NC(=NN2C1)C1=CN(C2=NC=C(C=C21)F)S(=O)(=O)C2=CC=C(C)C=C2)N[C@@H]2[C@H](C1CCC2CC1)C(=O)OCC